1-(6-((3,5-difluoro-4-(trifluoromethyl)phenyl)amino)-5-(1-methyl-1H-imidazol-4-yl)-3,4-dihydroisoquinolin-2(1H)-yl)prop-2-en-1-one FC=1C=C(C=C(C1C(F)(F)F)F)NC=1C(=C2CCN(CC2=CC1)C(C=C)=O)C=1N=CN(C1)C